(E)-N'-(3,5-dimethoxybenzylidene)-6-(4-ethoxyphenyl)-5-(trifluoromethyl)pyrazine-2-carbohydrazide tert-butyl-5,6-dihydroimidazo[1,2-a]pyrazine-7(8H)-carboxylate C(C)(C)(C)OC(=O)N1CC=2N(CC1)C=CN2.COC=2C=C(\C=N\NC(=O)C1=NC(=C(N=C1)C(F)(F)F)C1=CC=C(C=C1)OCC)C=C(C2)OC